5-cyano-N-(6-(trifluoromethyl)benzo[d]thiazol-2-yl)thiophene-2-carboxamide C(#N)C1=CC=C(S1)C(=O)NC=1SC2=C(N1)C=CC(=C2)C(F)(F)F